OCCN(C(CO)(CO)CO)CCO 2-di(2-hydroxyethyl)amino-2-hydroxymethyl-1,3-propylene glycol